[Si](C)(C)(C(C)(C)C)OCC=1C=C(NC)C=CC1 3-(((tert-butyldimethylsilyl)oxy)methyl)-N-methylaniline